4-((1-(3-(trifluoromethyl)phenyl)propan-2-yl)amino)butanoic acid FC(C=1C=C(C=CC1)CC(C)NCCCC(=O)O)(F)F